BrC=1C=C(N)C=C(C1)N1CCCC1 3-bromo-5-(pyrrolidin-1-yl)aniline